2-(Cyclohexylamino)-8-(4-hydroxybutan-2-yl)pyrido[2,3-d]pyrimidin-7-one C1(CCCCC1)NC=1N=CC2=C(N1)N(C(C=C2)=O)C(C)CCO